C(C)N(C1=CC=C2C=C(C(OC2=C1)=O)C=O)CC 7-(diethylamino)coumarin-3-aldehyde